1-(4-(5-cyclohexyl-2H-tetrazol-2-yl)piperidin-1-yl)-2-(3-methylisoxazol-4-yl)ethan-1-one C1(CCCCC1)C=1N=NN(N1)C1CCN(CC1)C(CC=1C(=NOC1)C)=O